C12(CC(C1)C2)CN2C(=CC=1C2=NC(=CC1)[C@@H](C)NC(C(C)(C)C)=O)C=1N=C2N(C(=CC(=C2)C(=O)O)OC)C1C1CC1 (R)-2-(1-(bicyclo[1.1.1]pentan-1-ylmethyl)-6-(1-pivalamidoethyl)-1H-pyrrolo[2,3-b]pyridin-2-yl)-3-cyclopropyl-5-methoxyimidazo[1,2-a]pyridine-7-carboxylic acid